N=1N2C(=C(C1)C1=CC=C3C(=CC=NC3=C1)OC1=CC=C(C=C1)NC(=O)C1(CC1)C(=O)NC1=CC=C(C=C1)F)CCC2 1-N-[4-[7-(5,6-dihydro-4H-pyrrolo[1,2-b]pyrazol-3-yl)quinolin-4-yl]oxyphenyl]-1-N'-(4-fluorophenyl)cyclopropane-1,1-dicarboxamide